CC=1OC2=C(C1C(=O)NC=1C=NN(C1)C)C=C(C=C2)OCC=2C(=NC=CC2)C(F)(F)F 2-methyl-N-(1-methyl-1H-pyrazol-4-yl)-5-((2-(trifluoromethyl)pyridin-3-yl)methoxy)benzo-furan-3-carboxamide